OC1=CC=C(C=C1)N=NC1=CC=C(C=C1)CCCCC 4-hydroxy-4'-pentylazobenzene